ClC=1C(=NC2=CC(=CC=C2N1)OC=1C=CC2=C(NC(=N2)C)C1F)C=1C=NN(C1)C1CCN(C2(CC2)C1)C chloro-7-[(7-fluoro-2-methyl-1H-1,3-benzodiazol-6-yl)oxy]-2-(1-{4-methyl-4-azaspiro[2.5]oct-7-yl}-1H-pyrazol-4-yl)quinoxaline